3-([1,3]dioxolo[4,5-b]pyridin-6-ylamino)propanoic acid O1COC2=NC=C(C=C21)NCCC(=O)O